NC1=C(C(=C2COC(C2=C1)=O)Br)Cl 6-amino-4-bromo-5-chloro-3H-isobenzofuran-1-one